C1(CC1)[C@H]1[C@H]([C@H]([C@@H](C(O1)O)O)O)O (3S,4R,5S,6S)-6-cyclopropyltetrahydro-2H-pyran-2,3,4,5-tetraol